bis(8-hydroxy-2-methylquinoline) aluminum bisphenolate C1(=CC=CC=C1)[O-].C1(=CC=CC=C1)[O-].[Al+2].OC=1C=CC=C2C=CC(=NC12)C.OC=1C=CC=C2C=CC(=NC12)C